2-bromo-N-(2-(4,4-difluoropiperidin-1-yl)ethyl)pyridin-4-amine BrC1=NC=CC(=C1)NCCN1CCC(CC1)(F)F